FC1=CC=C(C=C1)[C@@H]1O[C@@H](CC2=C(C(=C(C(=C12)OC)OC)OC)I)C (1S,3R)-1-(4-fluorophenyl)-5-iodo-6,7,8-trimethoxy-3-methylisochroman